N[C@H](C(=O)O)CCS(=O)(=N)CCC(C(F)(F)F)(C1=CC=C(C=C1)OC(F)(F)F)O (2s)-2-amino-4-(4,4,4-trifluoro-3-hydroxy-3-(4-(trifluoromethoxy)phenyl)butylsulfonimidoyl)butanoic acid